tert-Butyl 8-hydroxy-1-methyl-2,3,5,7,8,8a-hexahydro-1,6-naphthyridine-6-carboxylate OC1CN(CC2=CCCN(C12)C)C(=O)OC(C)(C)C